1-benzyl-6-bromo-5-fluoro-1H-indazole C(C1=CC=CC=C1)N1N=CC2=CC(=C(C=C12)Br)F